ClC=1C(=NC2=CC(=CC(=C2C1)F)CCC1=C[C@H]([C@H]2[C@@H]1OC(O2)(C)C)N2C=CC1=C2N=CN=C1CC)N 3-chloro-7-(2-((3aS,4R,6aR)-4-(4-ethyl-7H-pyrrolo[2,3-d]pyrimidin-7-yl)-2,2-dimethyl-3a,6a-dihydro-4H-cyclopenta[d][1,3]dioxol-6-yl)ethyl)-5-fluoroquinolin-2-amine